NCCC(C(=O)N)C1=CC(=C(C(=C1)Br)OC)Br (2-aminoethyl)-2-(3,5-dibromo-4-methoxyphenyl)acetamide